C1(CCCC1)C1=C2C(=NC=C1)C(=C(S2)C2=NC(=NC=C2F)NC2=NC=C(C=C2)N2CCNCC2)C 4-(7-Cyclopentyl-3-methylthieno[3,2-b]pyridin-2-yl)-5-fluoro-N-(5-(piperazin-1-yl)pyridin-2-yl)pyrimidin-2-amine